dicyclohexyl-(2',4',6'-triisopropyl-3,6-dimethoxy-[1,1'-biphenyl]-2-yl)phosphine acryloyloxyethyl-hydroxyethyl-phthalate C(C=C)(=O)OCCC=1C(=C(C(C(=O)O)=CC1)C(=O)O)CCO.C1(CCCCC1)P(C1=C(C(=CC=C1OC)OC)C1=C(C=C(C=C1C(C)C)C(C)C)C(C)C)C1CCCCC1